ClC1=C(C=CC=C1)[C@H]1CC[C@H](N1C(C1=CC=C(C=C1)C=1C(=NC(=CC1)C)C)=O)C(=O)O (2S,5R)-5-(2-chlorophenyl)-1-(4-(2,6-dimethylpyridin-3-yl)benzoyl)pyrrolidine-2-carboxylic acid